(S)-(-)-(1-naphthyl)ethylamine C[C@@H](C1=CC=CC2=CC=CC=C21)N